O=C1N(CC2=CC(=CC=C12)CN1N=NC(=C1)OC1=CC=C(C=C1)C)C1C(NC(CC1)=O)=O 3-(1-oxo-5-((4-(p-tolyloxy)-1H-1,2,3-triazol-1-yl)methyl)isoindolin-2-yl)piperidine-2,6-dione